3-(1-(4-Chloro-3-nitrobenzyl)-1H-1,2,3-triazol-4-yl)-2-(4-chlorophenyl)imidazo[1,2-a]pyridin ClC1=C(C=C(CN2N=NC(=C2)C2=C(N=C3N2C=CC=C3)C3=CC=C(C=C3)Cl)C=C1)[N+](=O)[O-]